ClC1=CC2=C(C(C3=C(N(S2(=O)=O)C)C=CC=C3)NCCCCOC)C=C1 3-Chloro-11-((4-methoxybutyl)amino)-6-methyl-6,11-dihydrodibenzo[c,f][1,2]thiazepine 5,5-dioxide